FC(S(=O)(=O)OC1=C2C=C(C(N(C2=CC(=C1)C(C)C)C)=O)C)(F)F 7-isopropyl-1,3-dimethyl-2-oxo-1,2-dihydroquinolin-5-yl trifluoromethanesulfonate